Tert-butyl 2-(2-chloro-4-{[(1R,3R)-3-(oxan-2-yloxy)cyclohexyl] amino}pyrimidin-5-yl)acetate ClC1=NC=C(C(=N1)N[C@H]1C[C@@H](CCC1)OC1OCCCC1)CC(=O)OC(C)(C)C